(1S)-1-(3-bromophenyl)-2-phenyl-ethanol BrC=1C=C(C=CC1)[C@H](CC1=CC=CC=C1)O